BrC1=CC=C(C=C1F)Br 2,5-dibromo-3-fluorobenzene